Perylene-3-ylmethanol C1=CC(=C2C=CC=C3C4=CC=CC5=CC=CC(C1=C23)=C45)CO